N-(6-cyano-1-cyclobutyl-1H-benzo[d]imidazol-2-yl)-3-hydroxy-3-phenylbutanamide C(#N)C=1C=CC2=C(N(C(=N2)NC(CC(C)(C2=CC=CC=C2)O)=O)C2CCC2)C1